C(CCCCCCC)OC(CCC#N)OCCCCCCCC 4,4-bis(octyloxy)butanenitrile